CS(=O)(=O)N1C=C(C=C1)C(=O)NCC1=CC2=C(C=N1)SC(=N2)C2=CC=CC=C2 1-methylsulfonyl-N-[(2-phenylthiazolo[5,4-c]pyridin-6-yl)methyl]pyrrole-3-carboxamide